3-acetyl-phenanthrene oxime C(C)(C=1C=CC=2C=CC3=CC=CC=C3C2C1)=NO